N[C@@H]([C@@H](C(=O)N[C@](C(=O)O)(C)C1=CC(=CC=C1)OC(F)(F)F)O)CC1=CC=CC=C1 (R)-2-((2S,3R)-3-amino-2-hydroxy-4-phenylbutanamido)-2-(3-(trifluoromethoxy)phenyl)propanoic acid